(S)-5-((2-(5-amino-5,7-dihydrospiro[cyclopenta[b]pyridine-6,4'-piperidin]-1'-yl)-1H-imidazo[4,5-b]pyrazin-5-yl)thio)-3,4-dihydroquinolin-2(1H)-one N[C@@H]1C=2C(=NC=CC2)CC12CCN(CC2)C2=NC=1C(=NC=C(N1)SC1=C3CCC(NC3=CC=C1)=O)N2